C[C@@H](C(=O)N[C@@H](CC(C)C)C(=O)N[C@@H](CC(=O)O)C(=O)N[C@@H](CC(=O)O)C(=O)O)N The molecule is a tetrapeptide composed of L-alanine, L-leucine, and two L-aspartic acid units joined in sequence by peptide linkages. It has a role as a metabolite. It derives from a L-alanine, a L-aspartic acid and a L-leucine.